C(C1=CC=CC=C1)N1C2CC(CC1C(C2)O)CC(=O)[O-] rac-8-benzyl-6-hydroxy-8-azabicyclo[3.2.1]oct-3-ylacetate